C(CCCCCCC\C=C/CCCCCC)(=O)OCCCCCCCCCCCCCCCCCCC nonadecyl (Z)-hexadec-9-enoate